COC(CCC1=CC(=C(C(=C1)C(C)(C)C)O)N1N=C2C(=N1)C=CC=C2)=O 3-[3-(benzotriazol-2-yl)-4-hydroxy-5-tert-butylphenyl]-propionic acid methyl ester